C(#N)C1(CC1)NS(=O)(=O)C=1C=C(C=2N(C1)C(=CN2)C=2SC(=NN2)C(F)F)N2CCC1(COC1)CC2 N-(1-cyanocyclopropyl)-3-(5-(difluoromethyl)-1,3,4-thiadiazol-2-yl)-8-(2-oxa-7-azaspiro[3.5]nonan-7-yl)imidazo[1,2-a]pyridine-6-sulfonamide